[Na].COC1=NC=CC(=C1)C=1C(=C2CCCC2=CC1)NC(=O)N ((5-(2-methoxypyridin-4-yl)-2,3-dihydro-1H-inden-4-yl)carbamoyl)amine sodium salt